(S)-4-(cyclopentyloxy)-N-(1-(3,4-dichlorophenyl)-2-(dimethylamino)ethyl)benzenesulfonamide C1(CCCC1)OC1=CC=C(C=C1)S(=O)(=O)N[C@H](CN(C)C)C1=CC(=C(C=C1)Cl)Cl